C(C)C(C#C)CC(C)CC 3,5-diethyl-1-hexyne